C(C)(C)(C)OC(=O)NCCOC1=C(C(=O)OC)C=C(C=C1C=1C(=NN(C1)C)C(F)(F)F)CO methyl 2-(2-((tert-butoxycarbonyl)amino)ethoxy)-5-(hydroxymethyl)-3-(1-methyl-3-(trifluoromethyl)-1H-pyrazol-4-yl)benzoate